(±)-2-(1H-benzimidazol-2-ylsulfanyl)propanoic acid 2-[(5-bromo-2-hydroxyphenyl)methylene]Hydrazide BrC=1C=CC(=C(C1)C=NNC([C@@H](C)SC1=NC2=C(N1)C=CC=C2)=O)O |r|